3-methoxy-2-((1-oxo-4-(o-tolyl)-1,2-dihydroisoquinolin-7-yl)oxy)propanamide COCC(C(=O)N)OC1=CC=C2C(=CNC(C2=C1)=O)C1=C(C=CC=C1)C